3-{4-[(2-amino-4-pyrimidinyl)oxy]-2-isopropylphenyl}-1-[3-fluoro-5-(trifluoromethyl)phenyl]-2,4-imidazolidinedione NC1=NC=CC(=N1)OC1=CC(=C(C=C1)N1C(N(CC1=O)C1=CC(=CC(=C1)C(F)(F)F)F)=O)C(C)C